NCCOC=1C=C(OCCCC(CC)O)C=CC1 (3-(2-aminoethoxy)phenoxy)methylpentan-3-ol